The molecule is a triterpenoid saponin with rubiarbonol A as the aglycone. It has been isolated from the roots of Rubia yunnanensis. It has a role as a plant metabolite. It is a beta-D-glucoside, a triol, a disaccharide derivative, a pentacyclic triterpenoid and a triterpenoid saponin. It derives from a rubiarbonol A. CC(C)[C@@H]1C[C@H]([C@H]2[C@]1(CC[C@@]3([C@@]2(CC=C4[C@H]3[C@H](C[C@@H]5[C@@]4(CC[C@@H](C5(C)C)O[C@H]6[C@@H]([C@H]([C@@H]([C@H](O6)CO)O)O)O[C@H]7[C@@H]([C@H]([C@@H]([C@H](O7)CO)O)O)O)C)O)C)C)CO)O